7-(benzyloxy)-1-heptene C(C1=CC=CC=C1)OCCCCCC=C